2-(4-ethoxyphenyl)-N-(3-morpholino-propyl)-1,7-naphthyridine-4-carboxamide C(C)OC1=CC=C(C=C1)C1=NC2=CN=CC=C2C(=C1)C(=O)NCCCN1CCOCC1